FC1=C(C(=O)N/N=C(\C)/C2=NC=CC=C2)C=CC=C1 (E)-2-fluoro-N'-(1-(pyridin-2-yl)ethylidene)benzohydrazide